3-(thiophen-2-yl)-prop-2-en-1-one S1C(=CC=C1)C=CC=O